(3S)-8-(2,3-dichloro-6-hydroxyphenyl)-3-methyl-octahydro-1H-pyrido[1,2-a]pyrazine-1,4-dione ClC1=C(C(=CC=C1Cl)O)C1CC2N(C([C@@H](NC2=O)C)=O)CC1